(1S,2r)-2-((S)-8-((1-isopropyl-1H-1,2,3-triazol-4-yl)methoxy)-1-((1-oxoisoindolin-2-yl)methyl)-1,2,3,4-tetrahydroisoquinoline-2-carbonyl)cyclohexane-1-carboxylic acid C(C)(C)N1N=NC(=C1)COC=1C=CC=C2CCN([C@@H](C12)CN1C(C2=CC=CC=C2C1)=O)C(=O)[C@H]1[C@H](CCCC1)C(=O)O